(S)-2-Methyl-5-(2-(methylamino)propoxy)-N-(1-(7-(prop-1-en-2-yl)quinolin-5-yl)cyclopropyl)benzamide CC1=C(C(=O)NC2(CC2)C2=C3C=CC=NC3=CC(=C2)C(=C)C)C=C(C=C1)OC[C@H](C)NC